CC1=CC=C(C=C1)S(=O)(=O)N1C(CCC1=O)=O 1-(p-toluenesulfonyl)pyrrolidine-2,5-dione